chloro-6-phenylpyridazine ClC=1N=NC(=CC1)C1=CC=CC=C1